OC1C(CNCC1)NC(CN1C(C2=CC=C(C=C2C(=N1)C(C)C)C(F)(F)F)=O)=O N-(4-hydroxypiperidin-3-yl)-2-(4-isopropyl-1-oxo-6-(trifluoromethyl)phthalazin-2(1H)-yl)acetamide